FC1=C(C(=O)OC)C=CC(=C1)N1CCN(CC1)C(C)C methyl 2-fluoro-4-[4-(propan-2-yl)piperazin-1-yl]benzoate